ClC1=C(C=C2C(=N1)C=NN2C(=O)OC(C)(C)C)OC tert-butyl 5-chloro-6-methoxy-1H-pyrazolo[4,3-b]pyridine-1-carboxylate